3-bromo-4-{[1-(cyclopropylmethyl)-1H-pyrazol-4-yl]methyl}-1-ethyl-1H-pyrazole BrC1=NN(C=C1CC=1C=NN(C1)CC1CC1)CC